CC1=NSC2=C1C=C(C=C2C(=O)OC(C)(C)C)C(F)(F)F tert-butyl 3-methyl-5-(trifluoromethyl)-1,2-benzothiazole-7-carboxylate